(R)-7-bromo-4-chloro-N-(1-(2-methyl-3-(trifluoromethyl)phenyl)ethyl)phthalazin-1-amine BrC1=CC=C2C(=NN=C(C2=C1)N[C@H](C)C1=C(C(=CC=C1)C(F)(F)F)C)Cl